gamma-(2-propylethyl)aminopropyl-triethoxysilane C(CC)CCNCCC[Si](OCC)(OCC)OCC